3,4,5-trimethoxybenzyl isocyanate COC=1C=C(CN=C=O)C=C(C1OC)OC